Tert-butyl-((7R)-2-(2-chloro-4-methoxy-3-methylbenzo[b]thiophene-6-carbonyl)-2-azabicyclo[2.2.1]hept-7-yl) carbamate C(N)(O[C@H]1C2(N(CC1CC2)C(=O)C=2C=C(C1=C(SC(=C1C)Cl)C2)OC)C(C)(C)C)=O